CN(C1CC(C1)N(C([O-])=O)C=1N=CC2=C(C(=C(C=C2C1)C1=C(C2=C(OCCN2)N=C1)C)F)N)C 3-(Dimethylamino)cyclobutyl(8-amino-7-fluoro-6-(8-methyl-2,3-dihydro-1H-pyrido[2,3-b][1,4]oxazin-7-yl)isoquinolin-3-yl)carbamate